2,3-dimethyl-undecane CC(C)C(CCCCCCCC)C